CC1=C(C=CC=C1C=1OC2=C(N1)C=C(C=C2)C=O)C2=C(C(=CC=C2)C2=NOC(=N2)CN2CCOCC2)C 2-(2,2'-dimethyl-3'-(5-(morpholinomethyl)-1,2,4-oxadiazol-3-yl)-[1,1'-biphenyl]-3-yl)benzo[d]oxazole-5-carbaldehyde